[Si].[K].[Al].[Ca] calcium aluminum potassium silicon